(S)-N-(2,6-dioxopiperidin-3-yl)pyrazolo[1,5-a]pyridine O=C1NC(CC[C@@H]1N1CC=C2N1C=CC=C2)=O